tert-Butyl (S)-3-(4-(6-chloro-3-((4-hydroxy-1-(1-methylcyclopropane-1-carbonyl)piperidin-4-yl)methyl)-4-oxo-3,4-dihydro-7H-pyrrolo[2,3-d]pyrimidin-7-yl)phenyl)morpholine-4-carboxylate ClC1=CC2=C(N=CN(C2=O)CC2(CCN(CC2)C(=O)C2(CC2)C)O)N1C1=CC=C(C=C1)[C@@H]1N(CCOC1)C(=O)OC(C)(C)C